N-((3-(5-((4-(3,3-Dimethylbutanoyl)-3-hydroxy-2-methylphenoxy)methyl)pyrazin-2-yl)phenyl)carbamoyl)methanesulfonamide CC(CC(=O)C1=C(C(=C(OCC=2N=CC(=NC2)C=2C=C(C=CC2)NC(=O)NS(=O)(=O)C)C=C1)C)O)(C)C